(S)-2-(1-Cyclopropyl-3-methyl-4-oxo-1,4-dihydro-5H-pyrazolo[3,4-d]pyridazin-5-yl)-N-(1-(4-methoxyphenyl)ethyl)acetamid C1(CC1)N1N=C(C2=C1C=NN(C2=O)CC(=O)N[C@@H](C)C2=CC=C(C=C2)OC)C